C(C=C)(=O)OC(CC)(OC(C=C)=O)OC(C=C)=O propanetriol triacrylate